Br.[N+](=O)([O-])C1=CC=C(C=C1)C=1N=C2N(C=CC=N2)C1 2-(4-nitrophenyl)imidazo[1,2-a]pyrimidine Hydrobromide Salt